ClC1=CC(=C(C=C1)NC=1C=NC=C(C1C(F)(F)F)CC1=C(C(=NC=C1)NS(NC)(=O)=O)F)F N-(4-chloro-2-fluorophenyl)-5-({3-fluoro-2-[(methylsulfamoyl)amino]pyridin-4-yl}methyl)-4-(trifluoromethyl)pyridin-3-amine